OC1=C(C=C(CO)C=C1)OC L-4-hydroxy-3-methoxybenzyl alcohol